N-(4-(4-amino-2,7-dimethyl-7H-pyrrolo[2,3-d]pyrimidin-5-yl)-3-fluorophenyl)-2-(2-chlorophenyl)-2-hydroxyacetamide NC=1C2=C(N=C(N1)C)N(C=C2C2=C(C=C(C=C2)NC(C(O)C2=C(C=CC=C2)Cl)=O)F)C